N-Boc-4-amino-(2S)-hydroxybutyric acid C(=O)(OC(C)(C)C)NCC[C@@H](C(=O)O)O